2-bromo-2-(3-fluorophenyl)acetyl chloride BrC(C(=O)Cl)C1=CC(=CC=C1)F